ClC=1C(=C2C(=NC1COC)CN(C2)C(=O)[C@H]2CN(CC2)C(=O)OC(C)(C)C)C tert-butyl (3R)-3-[3-chloro-2-(methoxymethyl)-4-methyl-5,7-dihydropyrrolo[3,4-b]pyridine-6-carbonyl]pyrrolidine-1-carboxylate